CCCCC/C=C\C/C=C\C/C=C\C/C=C\CCCC(=O)OC[C@H](COP(=O)(O)OC[C@@H](C(=O)O)N)OC(=O)CCC/C=C\C/C=C\C/C=C\C/C=C\CCCCC 1,2-di-(5Z,8Z,11Z,14Z-eicosatetraenoyl)-sn-glycero-3-phosphoserine